bispinanol diboron [B].[B].C12(C(CCC(C1(C)C)C2)C)O.C21(C(CCC(C2(C)C)C1)C)O